oxygen phosphorus 3,3',3''-((nitrilotris(methylene))tris(thiophene-5,3-diyl))tris(2-(pyrrolidin-3-yl)propanoic acid) N(CC1=CC(=CS1)CC(C(=O)O)C1CNCC1)(CC1=CC(=CS1)CC(C(=O)O)C1CNCC1)CC1=CC(=CS1)CC(C(=O)O)C1CNCC1.[P].[O]